1,5-Dithiocane S1CCCSCCC1